7-bromo-1,5-dihydro-4H-pyrazolo[4,3-c]quinolin-4-one BrC=1C=CC=2C3=C(C(NC2C1)=O)C=NN3